[Br-].C(CCCCCCCCCCCCC)(=O)OCC(C[N+](CCO)(C)C)OC(CCCCCCCCCCCCC)=O N-(1,2-dimyristoyloxy-prop-3-yl)-N,N-dimethyl-N-hydroxyethyl-ammonium bromide